FC(OC1=CC=CC=2C(N([C@H]3C=4C([C@@H](C21)C3)=C3N(N4)C=CC(=C3)C=3CO[C@@H](CC3)C(C)(C)O)C)=O)F (7R,14S)-1-(difluoromethoxy)-12-((S)-6-(2-hydroxypropan-2-yl)-5,6-dihydro-2H-pyran-3-yl)-6-methyl-6,7-dihydro-7,14-methanobenzo[c]pyrido[1',2':1,5]pyrazolo[4,3-f]azocin-5(14H)-one